CN(CC(=O)N(C)C1=CC(=CC=C1)NC=1N=CC2=C(N1)N(C(C=C2C#C)=O)C)C 2-(dimethylamino)-N-(3-((5-ethynyl-8-methyl-7-oxo-7,8-dihydropyrido[2,3-d]pyrimidin-2-yl)amino)phenyl)-N-methylacetamide